C(=O)(OC(C)(C)C)N[C@@H](CC1=C(C=CC=C1)[N+](=O)[O-])C(=O)O Boc-2-nitro-L-phenylalanine